C1=CC=C(C=C1)C(=C(C2=CC=CC=C2)Br)Br dibromostilbene